1-(3-(difluoromethyl)-2-fluorophenyl)ethan-1-amine FC(C=1C(=C(C=CC1)C(C)N)F)F